[C@@H](C)(CC)OC1=NC=2N(C=C1I)C=C(N2)C21COC(C2)(C1)C |r| rac-(R)-7-(sec-butoxy)-6-iodo-2-(1-methyl-2-oxabicyclo[2.1.1]hex-4-yl)imidazo[1,2-a]pyrimidine